N1,N3,N5-tris(2,2-dimethyl-4-oxothietan-3-yl)benzene-1,3,5-tricarboxamide CC1(SC(C1NC(=O)C1=CC(=CC(=C1)C(=O)NC1C(SC1=O)(C)C)C(=O)NC1C(SC1=O)(C)C)=O)C